7-(1-hydroxyethyl)-1-methyl-1,5-dihydro-4H-pyrazolo[4,3-c]quinolin-4-one OC(C)C=1C=CC=2C3=C(C(NC2C1)=O)C=NN3C